OC(CCCCCCCCCC(=O)O)CC=CCC=CCCCCCCCC 11-Hydroxy-pentacosa-13,16-dienoic acid